N[C@H]1CN(C[C@@H](C1)F)C(=O)C1=CC2=C(N(C(=N2)C2=CC=3C(=NC(=CC3)C3=C(C=C(C(=O)N)C=C3)CC)N2CC2CC2)C)C(=C1)OC 4-(2-{5-[(3R,5R)-3-amino-5-fluoropiperidine-1-carbonyl]-7-methoxy-1-methyl-1H-1,3-benzodiazol-2-yl}-1-(cyclopropylmethyl)-1H-pyrrolo[2,3-b]pyridin-6-yl)-3-ethylbenzamide